[Al](Cl)(Cl)Cl Aluminium trichlorid